trans-7-oxo-6-sulfooxy-1,6-diazabicyclo[3.2.1]octane-2-carboxamide sodium salt [Na+].O=C1N([C@@H]2CC[C@@H](N1C2)C(=O)[NH-])OS(=O)(=O)[O-].[Na+]